C(C)(C)(C)OC(=O)N1CC(CCC1)CC1=NC=CC(=N1)C1=C(C=CC=C1)OC 3-{[4-(2-methoxyphenyl)pyrimidin-2-yl]methyl}piperidine-1-carboxylic acid tert-butyl ester